NC=1C(=CC(=C(C1)C1=C(C=CC=C1)OC(C)C)Cl)NC(C(CC(=O)OCC)C1=CC=C(C=C1)S(=O)(=O)CC1CC1)=O ethyl 4-((5-amino-2-chloro-2'-isopropoxy-[1,1'-biphenyl]-4-yl) amino)-3-(4-((cyclopropylmethyl) sulfonyl) phenyl)-4-oxobutanoate